FC(C1CC(C1)NC(=O)NCC1=CC(=NC=C1)OCC(F)(F)F)F 1-(3-Difluoromethyl-cyclobutyl)-3-[2-(2,2,2-trifluoro-ethoxy)-pyridin-4-ylmethyl]-urea